2-[[4-(3-cyanophenyl)-5-(4-methyl-quinazolin-6-yl)thiazol-2-yl]carbamoyl]-6-oxa-2,9-diazaspiro[4.5]decane-9-carboxylic acid tert-butyl ester C(C)(C)(C)OC(=O)N1CCOC2(CCN(C2)C(NC=2SC(=C(N2)C2=CC(=CC=C2)C#N)C=2C=C3C(=NC=NC3=CC2)C)=O)C1